COC1(CCCCC1)C=O (1-Methoxycyclohexyl)methanone